2-amino-3-(5,5-dimethyl-2-oxopyrrolidin-3-yl)propanamide hydrochloride Cl.NC(C(=O)N)CC1C(NC(C1)(C)C)=O